C(C1=CC=CC=C1)OC(=O)NCC#CC=1N=CN(C1C(=O)OC)COCC[Si](C)(C)C Methyl 4-(3-{[(benzyloxy) carbonyl] amino} prop-1-yn-1-yl)-1-{[2-(trimethylsilyl) ethoxy] methyl}-1H-imidazole-5-carboxylate